N[C@@H]1C2=CC=CC=C2CC12CCN(CC2)C2=NC=C(C(N2C)=O)SC2=C(C(=CC=C2)Cl)Cl (S)-2-(1-amino-1,3-dihydrospiro[indene-2,4'-piperidin]-1'-yl)-5-((2,3-dichlorophenyl)thio)-3-methylpyrimidin-4(3H)-one